ClC=1C(=NC(=NC1)NC1=C(C=C(C=C1)N1CCC(CC1)NCCCCCCCC=1C=C2CN(C(C2=CC1)=O)C1C(NC(CC1)=O)=O)OC)NC1=C(C=CC=C1)P(=O)(OC)OC 3-(5-(7-((1-(4-((5-chloro-4-((2-(dimethylphosphono)phenyl)amino)pyrimidin-2-yl)amino)-3-methoxyphenyl)piperidin-4-yl)amino)heptyl)-1-oxoisoindolin-2-yl)piperidine-2,6-dione